C(C)C1=CC=C(C=N1)C1=NN2C(OCCC2)=C1C(=O)N[C@@H]1C(NC2=C(C(=N1)C1=CC=CC=C1)C=CC=C2F)=O 2-(6-ethylpyridin-3-yl)-N-[(3S)-9-fluoro-2-oxo-5-phenyl-1,3-dihydro-1,4-benzodiazepine-3-yl]-6,7-dihydro-5H-pyrazolo[5,1-b][1,3]Oxazine-3-carboxamide